3-amino-N-[(3R)-7-[(5S,9R)-9-amino-2-oxa-7-azaspiro[4.4]nonan-7-yl]-3,4-dihydro-2H-1-benzopyran-3-yl]-6-methylthieno[2,3-b]pyridine-2-carboxamide NC1=C(SC2=NC(=CC=C21)C)C(=O)N[C@H]2COC1=C(C2)C=CC(=C1)N1C[C@@]2(CCOC2)[C@H](C1)N